ClC=1C(=NC=CC1)C(=O)NC=1C=CC=C2C=CC=NC12 3-chloro-N-(quinolin-8-yl)picolinamide